5,6-dimethyl-phenylimidazole CC=1C=CC=C(C1C)C=1NC=CN1